11-[(E)-3-(Dimethylamino)propylidene]-6,11-dihydrodibenz[b,e]oxepin-2-acetic acid CN(CC\C=C/1\C2=C(OCC3=C1C=CC=C3)C=CC(=C2)CC(=O)O)C